[Pt].NC=1C(=C(C(=NC1)C)Cl)Cl cis-aminodichloro(2-methyl-pyridine) platinum